Thioxanthene dioxide C1=CC=CC=2S(C3=CC=CC=C3CC12)(=O)=O